(S)-N-(6-(5-fluoro-2-methylphenyl)-5-(trifluoromethyl)pyridin-2-yl)-6-(3-methylpiperazin-1-yl)pyridine-2-sulfonamide hydrochloride Cl.FC=1C=CC(=C(C1)C1=C(C=CC(=N1)NS(=O)(=O)C1=NC(=CC=C1)N1C[C@@H](NCC1)C)C(F)(F)F)C